p-(isocyanatoethyl)styrene N(=C=O)CCC1=CC=C(C=C)C=C1